(1S,2S)-N-[[2-(3-cyanophenyl)-5-oxo-tetrahydrofuran-2-yl]methyl]-2-phenyl-cyclopropanecarboxamide C(#N)C=1C=C(C=CC1)C1(OC(CC1)=O)CNC(=O)[C@@H]1[C@H](C1)C1=CC=CC=C1